FC(C1=CC=CC=2NC(COC21)=O)(F)F 8-(trifluoromethyl)-4H-1,4-benzoxazin-3-one